(S)-N-((3-chloro-5-(oxetan-3-yl)pyridin-2-yl)methyl)-4-(5-(5-fluoro-2-methoxypyridin-4-yl)-1H-pyrazole-3-carbonyl)-4-azaspiro[2.5]octane-7-carboxamide ClC=1C(=NC=C(C1)C1COC1)CNC(=O)[C@H]1CCN(C2(CC2)C1)C(=O)C1=NNC(=C1)C1=CC(=NC=C1F)OC